N1(CC1)C=1C=CC=2C(N(C(C3=CC=CC1C23)=O)CCCN(CCCN)CCCN)=O 6-(aziridin-1-yl)-2-(3-(bis(3-aminopropyl)amino)propyl)-1H-benzo[de]isoquinoline-1,3(2H)-dione